C12N(CC(NC1)CC2)C(=O)C=2C=C(CC1=NNC(C3=CC=C(C=C13)OC1CCC1)=O)C=CC2F 4-(3-(2,5-diazabicyclo[2.2.2]octane-2-carbonyl)-4-fluorobenzyl)-6-cyclobutoxyphthalazin-1(2H)-one